tert-butyl (2-cyclopropoxy-4-(dimethylphosphoryl)phenyl)carbamate C1(CC1)OC1=C(C=CC(=C1)P(=O)(C)C)NC(OC(C)(C)C)=O